4-{5-[(5-Methoxypyrazin-2-yl)methoxy]-1-benzofuran-2-yl}pyridine-3-carbonitrile COC=1N=CC(=NC1)COC=1C=CC2=C(C=C(O2)C2=C(C=NC=C2)C#N)C1